(4S,7S,8S,9E,11S,12S)-4,7,8-trihydroxy-7,11-dimethyl-12-[(2E,4E,6S)-6-pyridin-2-yl-hept-2,4-dien-2-yl]-1-oxocyclododec-9-en-2-one O[C@@H]1CC(C([C@@H]([C@H](/C=C/[C@@H]([C@@](CC1)(C)O)O)C)\C(\C)=C\C=C\[C@H](C)C1=NC=CC=C1)=O)=O